OC1=CC=C(C=C1)C(C)(CC)C1=CC=C(C=C1)O 2,2-Bis(4-hydroxyphenyl)butan